C(#N)C(=CC=1C=C(CN(C([O-])=O)[C@@H](CC2=CC=CC=C2)B2O[C@@]3([C@H](O2)C[C@H]2C([C@@H]3C2)(C)C)C)C=CC1)C(=O)N(C)C 3-(2-cyano-3-(dimethylamino)-3-oxoprop-1-en-1-yl)benzyl((R)-2-phenyl-1-((3aS,4S,6S,7aR)-3a,5,5-trimethylhexahydro-4,6-methanobenzo[d][1,3,2]dioxaborol-2-yl)ethyl)carbamate